benzo[e]pyrrolo[1,2-a][1,4]diazepine C1=CCN2C1=CN=C1C(=C2)C=CC=C1